COC1=C(CC(N)C)C=C(C(=C1)SC1=CC=CC=C1)OC 2,5-dimethoxy-4-phenylthio-amphetamine